NCC1=NNC(C2=CC=C(C=C12)C1=C(N(N(C1)CC=1C(N(C=CC1)C)=O)C)C=1C=NNC1Cl)=O 4-(aminomethyl)-6-(5'-chloro-2-methyl-1-((1-methyl-2-oxo-1,2-dihydropyridin-3-yl)methyl)-1'H,2H-[3,4'-bipyrazol]-4-yl)phthalazin-1(2H)-one